methyloctane diisocyanate [N-]=C=O.[N-]=C=O.CCCCCCCCC